ClC=1C=C(CN2CC=3C(N(C=4N=CC=CC4C3CC2)CC2=CC=C(C=C2)Br)=O)C=CC1 3-(3-chlorobenzyl)-6-(4-bromobenzyl)-2,3,4,6-tetrahydropyrido[3,4-c][1,8]naphthyridin-5(1H)-one